FC1=CC(=C(C=C1C=1C=NC(=NC1)N1CCOCC1)NC(=O)C1=CNC(C=C1C(F)(F)F)=O)N1C[C@H]2[C@@H](C1)CCN2 |r| N-[4-fluoro-5-(2-morpholin-4-ylpyrimidin-5-yl)-2-[rac-(3aR,6aR)-2,3,3a,4,6,6a-hexahydro-1H-pyrrolo[2,3-c]pyrrol-5-yl]phenyl]-6-oxo-4-(trifluoromethyl)-1H-pyridine-3-carboxamide